1-(difluoromethyl)-3-(6-methyl-2-((1-(methylsulfonyl)piperidin-4-yl)amino)pyrido[3,4-d]pyrimidin-8-yl)cyclobutan-1-ol FC(C1(CC(C1)C1=NC(=CC2=C1N=C(N=C2)NC2CCN(CC2)S(=O)(=O)C)C)O)F